2-[1-(4-fluorophenyl)-5-oxopyrrolidin-2-yl]Acetonitrile FC1=CC=C(C=C1)N1C(CCC1=O)CC#N